D-3-(3,4-Dihydroxyphenyl)-2-methylalanine C[C@@](CC1=CC(=C(C=C1)O)O)(C(=O)O)N